4-(2,5-diazabicyclo[2.2.2]octan-2-yl)-2-(2,6-dioxopiperidin-3-yl)-5-fluoroisoindoline-1,3-dione C12N(CC(NC1)CC2)C2=C1C(N(C(C1=CC=C2F)=O)C2C(NC(CC2)=O)=O)=O